5-(2-fluoro-6-methoxyphenyl)-1,5-dihydro-6H-pyrazolo[4,3-c]pyridazin-6-one FC1=C(C(=CC=C1)OC)N1N=C2C(=CC1=O)NN=C2